ClC=1C=CC2=C(C(C(O2)=CC=2OC(=CC2)C2=C(C=CC=C2)Cl)=O)C1 5-Chloro-2-[[5-(2-chlorophenyl)-2-furanyl]methylene]-3(2H)-benzofuranone